(S)-2-(((9H-fluoren-9-yl)methoxy)carbonyl)-7-((tetrahydro-2H-pyran-4-yl)methoxy)-1,2,3,4-tetrahydroisoquinoline-3-carboxylic acid C1=CC=CC=2C3=CC=CC=C3C(C12)COC(=O)N1CC2=CC(=CC=C2C[C@H]1C(=O)O)OCC1CCOCC1